ClC=1C(=CC=C2N=CC(=NC12)C=1C=NNC1)OC=1C=CC2=C(N(C(=N2)C)COCC[Si](C)(C)C)C1F 8-chloro-7-((7-fluoro-2-methyl-1-((2-(trimethylsilyl)ethoxy)methyl)-1H-benzo[d]imidazol-6-yl)oxy)-2-(1H-pyrazol-4-yl)quinoxaline